NCC1=NC=CC(=C1)C1=CC2=C(OC=C2COC2=C(C=CC=C2)CC(=O)OCC)C2=C1OC=C2 ethyl 2-(2-((5-(2-(aminomethyl)pyridin-4-yl)benzo[1,2-b:3,4-b']difuran-3-yl)methoxy)phenyl)acetate